trisodium citrate di-hydrate O.O.C(CC(O)(C(=O)[O-])CC(=O)[O-])(=O)[O-].[Na+].[Na+].[Na+]